CC1=C2COC(=O)C2=C(C(=C1OC)C/C=C(\\C)/CCC(=O)O)O The molecule is a member of the class of 2-benzofurans that is 2-benzofuran-1(3H)-one which is substituted at positions 4, 5, 6, and 7 by methyl, methoxy, (2E)-5-carboxy-3-methylpent-2-en-1-yl, and hydroxy groups, respectively. It is an antibiotic produced by Penicillium brevi-compactum, P. stoloniferum, P. echinulatum and related species. An immunosuppressant, it is widely used (partiularly as its sodium salt and as the 2-(morpholin-4-yl)ethyl ester prodrug, mycophenolate mofetil) to prevent tissue rejection following organ transplants and for the treatment of certain autoimmune diseases. It has a role as an antineoplastic agent, an antimicrobial agent, an EC 1.1.1.205 (IMP dehydrogenase) inhibitor, an immunosuppressive agent, a mycotoxin, a Penicillium metabolite, an environmental contaminant, a xenobiotic and an anticoronaviral agent. It is a gamma-lactone, a member of phenols, a monocarboxylic acid and a member of 2-benzofurans. It derives from a hex-4-enoic acid. It is a conjugate acid of a mycophenolate.